(S)-N-(5-(difluoromethoxy)-1H-pyrazol-3-yl)-3-methyl-6-((1,3,3-trimethylpiperidin-4-yl)oxy)pyrazin-2-amine FC(OC1=CC(=NN1)NC1=NC(=CN=C1C)O[C@@H]1C(CN(CC1)C)(C)C)F